6-fluoro-3,3,4,4-tetramethyl-8b-quinolin-3-yl-4,8b-dihydro-3H-oxaziridino[3,2-a]isoquinoline FC=1C=C2C(C(N3C(C2=CC1)(O3)C=3C=NC1=CC=CC=C1C3)(C)C)(C)C